C[C@@]12CC[C@@H]([C@H]1CC[C@H]3[C@]2(CC[C@@H]4[C@@]3(CCC(=O)C4(C)C)C)C)[C@@]5(CC=CC(O5)(C)C)C The molecule is a tetracyclic triterpenoid (dammarane type) isolated from the stems of Aglaia abbreviata. It has a role as a plant metabolite. It is a cyclic terpene ketone, a tetracyclic triterpenoid and a member of pyrans.